N-(4-(2-aminopyrimidin-4-yl)phenyl)-3,5-dimethyl-benzamide NC1=NC=CC(=N1)C1=CC=C(C=C1)NC(C1=CC(=CC(=C1)C)C)=O